CC1=CC(=C(C(=C1)C(C)(C)C)O)C(C)(C)C 4-methyl-2,6-tert-butylphenol